C1OCCN2C1=NN1C(C2=O)CC(C=C1)=O tetrahydro-1H-[1,4]oxazino[3,4-c]pyrido[2,1-f][1,2,4]triazine-6,8-dione